O[C@H]1CN(CC1)C(=O)OC(C)(C)C |r| tert-butyl (rac)-3-hydroxypyrrolidine-1-carboxylate